ClC1=C2C=C(C(=NC2=CC=C1)C=1C=NN(C1)C)C#N 5-chloro-2-(1-methyl-1H-pyrazol-4-yl)quinoline-3-carbonitrile